FC1=CC=CC2=CC=CC=C12 monofluoronaphthalene